ClC1=C2CCCC(C2=CC(=C1OCCCl)C#N)NC=1C=NN(C1)C(=O)OC(C)(C)C tert-butyl 4-((5-chloro-6-(2-chloroethoxy)-7-cyano-1,2,3,4-tetrahydronaphthalen-1-yl)amino)-1H-pyrazole-1-carboxylate